(20Z,23Z)-nonacosa-20,23-dien CCCCCCCCCCCCCCCCCCC\C=C/C\C=C/CCCCC